BrC=1C=CC(=C(C1)C1=C(NC(=C1)C1=CC=C(C=C1)Cl)C1=CC=NC=C1)OCCC 4-[3-(5-bromo-2-propoxyphenyl)-5-(4-chlorophenyl)-1H-pyrrol-2-yl]pyridine